C(O)=N formImidic acid